CC(=CC(O)C1=C(C=CC(=C1)F)C#CC1=CC=CC=C1)C 3-methyl-1-(5-fluoro-2-(phenylethynyl)phenyl)but-2-en-1-ol